C(C)OC(=O)C=1OC2=C(C1C)C=C(C=C2)S(N(CCC2=CC=CC=C2)CC2=C(C=C(C=C2)C(F)(F)F)N2CCN(CC2)C(=O)OC(C)(C)C)(=O)=O 5-(N-(2-(4-(tert-Butoxycarbonyl)piperazin-1-yl)-4-(trifluoromethyl)benzyl)-N-phenethylsulfamoyl)-3-methylbenzofuran-2-carboxylic acid ethyl ester